ClC1=NC=C(C(=O)NOC)C(=C1)NC=1C(=NC(=CC1)C)N(S(=O)(=O)C)C 6-Chloro-N-methoxy-4-((6-methyl-2-(N-methylmethanesulfonamido)pyridin-3-yl)amino)nicotinamide